4-cyano-2-fluoro-benzoic acid C(#N)C1=CC(=C(C(=O)O)C=C1)F